N-(3-fluorophenyl)-N-(4-(hydroxycarbamoyl)benzyl)benzamide FC=1C=C(C=CC1)N(C(C1=CC=CC=C1)=O)CC1=CC=C(C=C1)C(NO)=O